CN(C1=CC=2CC3=CC=CC=C3C2C=C1N)C N2,N2-Dimethyl-9H-fluorene-2,3-diamine